2-(2-methyl-styryl)quinoline ethyl-4-(methyl-d3)benzoate C(C)OC(C1=CC=C(C=C1)C([2H])([2H])[2H])=O.CC1=C(C=CC2=NC3=CC=CC=C3C=C2)C=CC=C1